ClC=1C2=C(N=CN1)N=CC(=C2)C2=CC=C(C=C2)F 4-chloro-6-(4-fluorophenyl)pyrido[2,3-d]Pyrimidine